5-(4-((7-ethyl-6-oxo-5,6-dihydro-1,5-naphthyridin-3-yl)methyl)piperazin-1-yl)-N-(2-methoxylethyl)picolinamide C(C)C=1C(NC=2C=C(C=NC2C1)CN1CCN(CC1)C=1C=CC(=NC1)C(=O)NCCOC)=O